N-((R)-1-(4-(ethylsulfonyl)phenyl)-2-hydroxyethyl)-4-((2S,4R)-2-((2,2,2-trifluoroethoxy)methyl)-4-(4-(trifluoromethyl)phenoxy)pyrrolidin-1-yl)benzamide C(C)S(=O)(=O)C1=CC=C(C=C1)[C@H](CO)NC(C1=CC=C(C=C1)N1[C@@H](C[C@H](C1)OC1=CC=C(C=C1)C(F)(F)F)COCC(F)(F)F)=O